O[C@@H]1[C@@]2(C(CCC2C2C=CC3=CC(CC[C@@]3(C2C1)C)=O)[C@@H](CCC(=O)O)C)C (4R)-4-[(2R,15R,16S)-16-hydroxy-2,15-dimethyl-5-oxotetracyclo-[8.7.0.02,7.011,15]heptadeca-6,8-dien-14-yl]pentanoic acid